BrC1=C(NCCOCC(=O)O)C(=CC(=C1)C(=O)OC)[N+](=O)[O-] 2-[2-(2-bromo-4-methoxycarbonyl-6-nitro-anilino)ethoxy]acetic acid